C(CCCCCCCCCCCCCCCCCCCCCCC)F tetracosanyl fluoride